C(#N)C(C)(C)C=1C=C(C(=O)NC2=CC(=C(C=C2)C)N2C=NC(=C2)C=2C=NC=C(C2)N2CCOCC2)C=CC1 3-(2-cyanopropan-2-yl)-N-(4-methyl-3-(4-(5-morpholinopyridin-3-yl)-1H-imidazol-1-yl)phenyl)benzamide